C([O-])([O-])=O.[Li+].B(O)(O)O.[Li+] lithium borate lithium carbonate